(6-isopropyl-3-methyl-5-(8-methyl-[1,2,4]triazolo[1,5-a]pyridin-6-yl)-4H-thieno[3,2-b]pyrrol-2-yl)(piperazin-1-yl)methanone C(C)(C)C=1C2=C(NC1C=1C=C(C=3N(C1)N=CN3)C)C(=C(S2)C(=O)N2CCNCC2)C